NC1=C(C=CC(=C1F)NCC1=CC=C(C=C1)O)NC(CCCCCCCCC)=O N-(2-Amino-3-fluoro-4-((4-hydroxybenzyl)amino)phenyl)decanamid